N1(CCCCC1)C=1C=C(N)C=CC1 3-(piperidin-1-yl)aniline